F[C@H]1CN(CC[C@H]1NC=1C=2C=C(N(C2C=CC1)CC(F)(F)F)C=1SC(=NN1)CNC1=C(C=C(C=C1)S(=O)(=O)C)OC)C N-((3S,4R)-3-fluoro-1-methylpiperidin-4-yl)-2-(5-(((2-methoxy-4-(methylsulfonyl)phenyl)amino)meth-yl)-1,3,4-thiadiazol-2-yl)-1-(2,2,2-trifluoroethyl)-1H-indol-4-amine